CC1S(CCC1NC(OC(C)(C)C)=O)(=O)=O tert-butyl (2-methyl-1,1-dioxidotetrahydrothiophen-3-yl)carbamate